NCN1CCC(CC1)F (aminomethyl)-4-fluoropiperidin